[6-[(5-cyclopropyl-1H-1,2,4-triazol-3-yl)methyl]-2-azaspiro[3.3]heptan-2-yl]-[6-[3-(difluoromethyl)-1,2,4-triazol-1-yl]-2-azaspiro[3.3]heptan-2-yl]methanone C1(CC1)C1=NC(=NN1)CC1CC2(CN(C2)C(=O)N2CC3(C2)CC(C3)N3N=C(N=C3)C(F)F)C1